(2,3-Dihydro-1H-2,5,6,8a-tetraaza-as-indacen-4-yl)-[1-(2-methyl-3-trifluoromethyl-phenyl)-ethyl]-amine C1NCC=2C(=NC3=NC=CN3C12)NC(C)C1=C(C(=CC=C1)C(F)(F)F)C